FC1=C2C=C(C=NC2=CC=C1F)NC1=NC(=NC=C1)NC1=CC(=C(C=C1)OC1CC(C1)N(C)C)OC 4-(5,6-difluoro-3-quinolylamino)-2-{3-methoxy-4-[(1s,3s)-3-(dimethylamino)cyclobutoxy]phenylamino}pyrimidine